ClC=1C=CC=C2C=CC=C(C12)NCC(CC(=O)OCC)=O ethyl 4-((8-chloronaphthalen-1-yl) amino)-3-oxobutyrate